C(C)(C)C1=NN=C(S1)N 5-(isopropyl)-1,3,4-thiadiazol-2-amine